(S)-4-(bis(2-(3-methylbenzamido)benzyl)amino)-2-((tert-butoxycarbonyl)amino)butyric acid CC=1C=C(C(=O)NC2=C(CN(CC[C@@H](C(=O)O)NC(=O)OC(C)(C)C)CC3=C(C=CC=C3)NC(C3=CC(=CC=C3)C)=O)C=CC=C2)C=CC1